1,4-bis(triacetoxysilylethyl)benzene C(C)(=O)O[Si](OC(C)=O)(OC(C)=O)CCC1=CC=C(C=C1)CC[Si](OC(C)=O)(OC(C)=O)OC(C)=O